(+/-)-(1S,3S)-3-(4-(1-methyl-5-(benzenesulfonamidomethyl)-1H-1,2,3-triazol-4-yl)phenoxy)cyclohexane-1-carboxylic acid CN1N=NC(=C1CNS(=O)(=O)C1=CC=CC=C1)C1=CC=C(O[C@@H]2C[C@H](CCC2)C(=O)O)C=C1 |r|